[1,4]Oxazin-3(4H)-one (2S,3S)-2,3-bis((4-methylbenzoyl)oxy)succinate CC1=CC=C(C(=O)O[C@H](C(=O)O)[C@@H](C(=O)O)OC(C2=CC=C(C=C2)C)=O)C=C1.O1CC(NC=C1)=O